(-)-5-(sec-butyl)-2-(2-ethoxypyridin-3-yl)-N-(4-methoxybenzyl)-7-methylimidazo[1,5-b]pyridazin-4-amine C(C)(CC)C=1N=C(N2N=C(C=C(C21)NCC2=CC=C(C=C2)OC)C=2C(=NC=CC2)OCC)C